C1(CC1)C=1N=NN(C1CO[C@H]1[C@@H]2CN([C@H](C1)C2)C=2SC1=C(N2)C(=CC(=C1)C(=O)O)OC(CC)=O)C1=C(C=CC=C1Cl)Cl 2-[(1S,4S,5R)-5-{[4-cyclopropyl-1-(2,6-dichlorophenyl)-1H-1,2,3-triazol-5-yl]methoxy}-2-azabicyclo[2.2.1]heptane-2-yl]-4-[(3S)-oxopropan-3-yloxy]-1,3-benzothiazole-6-carboxylic acid